FC1([C@@H](CN(CC1)CC1=CC2=C(C(N(C=C2C(F)(F)F)C2=CC(=CC=C2)C2(CCC2)C2=NN=CN2C)=O)N1)C)F (R)-2-((4,4-difluoro-3-methylpiperidin-1-yl)methyl)-6-(3-(1-(4-methyl-4H-1,2,4-triazol-3-yl)cyclobutyl)phenyl)-4-(trifluoromethyl)-1,6-dihydro-7H-pyrrolo[2,3-c]pyridin-7-one